COC=1C=C(CN(C2=NC=C(C=C2)COCCOCC2=CC(=CC=C2)OC)CC2=CC=C(C=C2)N2CCOCC2)C=CC1 N-(3-methoxybenzyl)-5-((2-((3-methoxybenzyl)oxy)ethoxy)methyl)-N-(4-morpholinobenzyl)pyridin-2-amine